COC1=CC=C(CN(S(=O)(=O)C2=C(C=C(CN3C(=C(C=C3C3=CC(=CC=C3)Br)C(=O)N)CC3CC3)C=C2)F)CC2=CC=C(C=C2)OC)C=C1 1-(4-(N,N-bis(4-methoxybenzyl)aminosulfonyl)-3-fluorobenzyl)-5-(3-bromophenyl)-2-(cyclopropyl-methyl)-1H-pyrrole-3-formamide